Methyl-4-(7,8-dichloro-4-(1H-imidazol-1-yl)quinolin-2-yl)piperazine CN1CCN(CC1)C1=NC2=C(C(=CC=C2C(=C1)N1C=NC=C1)Cl)Cl